N1C=CC2=CC=CC(=C12)C(=O)N1CC=2C(CC1)=C(N(N2)C)C2=CC=CC=C2 (1H-indol-7-yl)(2-methyl-3-phenyl-2,4,5,7-tetrahydro-6H-pyrazolo[3,4-c]pyridin-6-yl)methanone